FC(C1=NC=CC(=C1)C1=NOC(=N1)[C@@H](C)NC(OC(C)(C)C)=O)(F)F tert-butyl (R)-(1-(3-(2-(trifluoromethyl)pyridin-4-yl)-1,2,4-oxadiazol-5-yl)ethyl)carbamate